C1(CC1)C=1C=NN(C1)C1=NC(=NC=C1F)NC1CCN(CC1)C(C)=O 1-(4-((4-(4-cyclopropyl-1H-pyrazol-1-yl)-5-fluoropyrimidin-2-yl)amino)piperidin-1-yl)ethan-1-one